chloromethyl(methoxydimethylsilane) ClC[Si](C)(C)OC